(5S,8S)-N-(2,6-dichloro-benzyl)-5-fluoro-8-hydroxy-5,6,7,8-tetrahydroquinoline-5-carboxamide ClC1=C(CNC(=O)[C@]2(C=3C=CC=NC3[C@H](CC2)O)F)C(=CC=C1)Cl